(R)-4-morpholino-1-(phenylthio)butane-2-amine dihydrochloride Cl.Cl.O1CCN(CC1)CC[C@H](CSC1=CC=CC=C1)N